1-(4-iodo-2,5-dimethoxyphenyl)-N,N-dimethylpropane-2-amine IC1=CC(=C(C=C1OC)CC(C)N(C)C)OC